1-[(2,3-dihydro-1,4-benzodioxin-6-yl)sulfonyl]-N-3-quinolinyl-4-piperidinecarboxamide O1CCOC2=C1C=CC(=C2)S(=O)(=O)N2CCC(CC2)C(=O)NC=2C=NC1=CC=CC=C1C2